tert-butyl 3-((2R)-2-(3,4-bis((tert-butoxycarbonylamino)methyl)benzamido)-2-(2,9,9-trimethyl-3,5-dioxa-4-bora-tricyclo[6.1.1.02,6]dec-4-yl)ethyl)-2-methoxybenzoate C(C)(C)(C)OC(=O)NCC=1C=C(C(=O)N[C@@H](CC=2C(=C(C(=O)OC(C)(C)C)C=CC2)OC)B2OC3(C4C(C(CC3O2)C4)(C)C)C)C=CC1CNC(=O)OC(C)(C)C